5-(3-(2-(1-methyl-1H-pyrazol-4-yl)ethynyl)benzeneOxy)-1H-1,2,3-triazole-4-carboxylic acid CN1N=CC(=C1)C#CC=1C=C(C=CC1)OC1=C(N=NN1)C(=O)O